(R)-1-(4-(5-(2-methyl-[1,1'-biphenyl]-3-yl)-1,3,4-oxadiazol-2-yl)benzyl)piperidine-3-carboxylic acid CC1=C(C=CC=C1C1=NN=C(O1)C1=CC=C(CN2C[C@@H](CCC2)C(=O)O)C=C1)C1=CC=CC=C1